4-triisopropylsilyloxybenzoic acid (4-benzyloxy-3-methyl-phenyl) ester C(C1=CC=CC=C1)OC1=C(C=C(C=C1)OC(C1=CC=C(C=C1)O[Si](C(C)C)(C(C)C)C(C)C)=O)C